[C@H]12N(C[C@H](NC1)CC2)C=2C=CC=1N=CN=C(C1N2)NC2=CC(=C(C=C2)OC(F)F)Cl 6-((1R,4R)-2,5-diazabicyclo[2.2.2]octan-2-yl)-N-(3-chloro-4-(difluoromethoxy)phenyl)pyrido[3,2-d]pyrimidin-4-amine